BrC=1C=C(C(=O)N(C)C)C=CC1O 3-bromo-4-hydroxy-N,N-dimethylbenzamide